NC(C(=O)[O-])=C.[La+3].NC(C(=O)[O-])=C.NC(C(=O)[O-])=C lanthanum aminoacrylate